FC1(C(CC1)C1=CC(=C(C=C1)N1N=C2CCN(CC3C2=C1CCN3C(=O)OC(C)(C)C)C(=O)OCC3=CC=CC=C3)O)F 7-benzyl 5-(tert-butyl) 2-(4-(2,2-difluorocyclobutyl)-2-hydroxyphenyl)-3,4,5a,6,8,9-hexahydro-2H-1,2,5,7-tetraazabenzo[cd]azulene-5,7-dicarboxylate